C(C)(C)(C)OC(=O)N1[C@H](CC(C1)=O)C1=C(C=CC(=C1)F)OC (R)-2-(5-fluoro-2-methoxyphenyl)-4-oxopyrrolidine-1-carboxylic acid tert-butyl ester